The molecule is a cyclohexadienecarboxylic acid that is cyclohexa-1,5-diene-1-carboxylic acid carrying two hydroxy substituents at positions 3 and 4 (the 3R,4R-stereoisomer). It is a cyclohexadienecarboxylic acid, a cyclohexadienediol and an alpha,beta-unsaturated monocarboxylic acid. It is a conjugate acid of a (3R,4R)-3,4-dihydroxycyclohexa-1,5-diene-1-carboxylate. C1=CC(=C[C@H]([C@@H]1O)O)C(=O)O